(2S)-2-[4-bromo-2-(5-methyl-4-butoxy-4,5-dihydroisoxazol-3-yl)phenoxy]propionic acid methyl ester COC([C@H](C)OC1=C(C=C(C=C1)Br)C1=NOC(C1OCCCC)C)=O